N,N-di(2-hydroxyethyl)-oleylamine OCCN(CCO)CCCCCCCC\C=C/CCCCCCCC